NCCCCCCC(=O)NC1=CC=CC=C1 7-Amino-N-phenylheptanamide